4-(acetoxyimino)-4-(4-bromophenyl)but-2-enoic acid ethyl ester C(C)OC(C=CC(C1=CC=C(C=C1)Br)=NOC(C)=O)=O